NC=1C=CC=2N(C3=CC=CC=C3C2C1)CC 3-amino-9-ethylcarbazol